ClC=1C=C(C=CC1O)C[C@@H](CNC(C[C@@H](C(C)C)C=1C=NC=CC1)=O)N(C)C (S)-N-((S)-3-(3-chloro-4-hydroxyphenyl)-2-(dimethylamino)propyl)-4-methyl-3-(pyridin-3-yl)pentanamide